2,6-diisopropylanthraquinone C(C)(C)C1=CC=2C(C3=CC=C(C=C3C(C2C=C1)=O)C(C)C)=O